2-((1r,4r)-4-((4-(2-(2,6-dioxopiperidin-3-yl)-6-fluoro-1,3-dioxoisoindolin-5-yl)piperazin-1-yl)methyl)cyclohexyl)-N-(imidazo[1,2-b]pyridazin-3-yl)-6-methoxy-2H-indazole-5-carboxamide O=C1NC(CCC1N1C(C2=CC(=C(C=C2C1=O)N1CCN(CC1)CC1CCC(CC1)N1N=C2C=C(C(=CC2=C1)C(=O)NC1=CN=C2N1N=CC=C2)OC)F)=O)=O